C(C1=CC=CC=C1)OC(=O)N1CCN(CC1)C(=O)OCC1=CC=CC=C1 1,4-bis((benzyloxy)carbonyl)piperazine